CN(C(O)=O)C1=C(C=CC=C1)C#N.C(C)N1N=CC(=C1)C1=NN2C(NC=3C=CC=CC3C2=N1)=O 2-(1-ethyl-1H-pyrazol-4-yl)[1,2,4]triazolo[1,5-c]quinazolin-5(6H)-one Methyl-(2-cyanophenyl)carbamate